1-(2-((2S,4R)-4-fluoro-2-(pyridin-4-ylmethylcarbamoyl)pyrrolidin-1-yl)-2-oxoethyl)-5-(pyridazin-4-yl)-1H-indazole-3-carboxamide F[C@@H]1C[C@H](N(C1)C(CN1N=C(C2=CC(=CC=C12)C1=CN=NC=C1)C(=O)N)=O)C(NCC1=CC=NC=C1)=O